((2R,3R)-2-fluoro-3-(4-fluorophenyl)-3-hydroxybutyl)benzamide F[C@H](CC1=C(C(=O)N)C=CC=C1)[C@](C)(O)C1=CC=C(C=C1)F